[AlH4-].[Li+] Lithium aluminium Hydrid